NC1=CN=CC2=CC=CC(=C12)CCC(=O)OC(C)(C)C tert-butyl 3-(4-aminoisoquinolin-5-yl)propanoate